C(C)OC1=CC=C(C=C1)C(C1OC(C2=C(C=C(C=C12)C)C)=O)O 3-((4-ethoxyphenyl)(hydroxy)methyl)-5,7-dimethylisobenzofuran-1(3H)-one